NC1=C(C=CC(=C1)Cl)C(C(F)(F)F)O 1-(2-Amino-4-chlorophenyl)-2,2,2-trifluoroethan-1-ol